7-(5-(2-methyl-4-nitrophenoxy)pyrimidin-2-yl)-2-oxa-7-azaspiro[4.4]nonane CC1=C(OC=2C=NC(=NC2)N2CC3(CCOC3)CC2)C=CC(=C1)[N+](=O)[O-]